(1S,3R)-1-(5-((1-(3-Fluoropropyl)azetidin-3-yl)amino)pyridin-2-yl)-3-methyl-2-(2,2,2-trifluoroethyl)-1,2,3,4-tetrahydroisoquinoline-6-carboxylic acid FCCCN1CC(C1)NC=1C=CC(=NC1)[C@H]1N([C@@H](CC2=CC(=CC=C12)C(=O)O)C)CC(F)(F)F